(1R,4R)-4-((6-amino-4-(morpholinomethyl)pyridin-2-yl)amino)cyclohexan-1-ol NC1=CC(=CC(=N1)NC1CCC(CC1)O)CN1CCOCC1